2,5-dicarboxybenzenesulfonic acid C(=O)(O)C1=C(C=C(C=C1)C(=O)O)S(=O)(=O)O